octahydro-1H-pyrrolo[3,2-c]pyridine N1CCC2CNCCC21